3-((5-cyclopropyl-1-(2,6-dimethylpyridin-3-yl)-4-nitro-1H-pyrazol-3-yl)oxy)propan-1-ol C1(CC1)C1=C(C(=NN1C=1C(=NC(=CC1)C)C)OCCCO)[N+](=O)[O-]